C(C1=CC=CC=C1)OC=1C=C(C=CC1)NC(=O)C1=C(C(=O)O)C=C(C=C1)N1C(C2=CC=CC=C2C1)=O ((3-benzyloxyphenyl)carbamoyl)-5-(1-oxoisoindolin-2-yl)benzoic acid